(1-benzyl-4,4-difluoro-3-piperidyl)methanol C(C1=CC=CC=C1)N1CC(C(CC1)(F)F)CO